CC=1C=C(SC1)C1(CC1)C#N (4-methylthiophene-2-yl)cyclopropane-1-carbonitrile